5,7-dichloro-1,2,3,4-tetrahydroisoquinoline-6-carboxylic acid lithium [Li].ClC1=C2CCNCC2=CC(=C1C(=O)O)Cl